CN[C@H](CC(=O)O)C(=O)O D-N-Methylaspartic acid